(2-((1R,3R)-3-(methoxymethyl)cyclopentyl)quinolin-6-yl)methanol COC[C@H]1C[C@@H](CC1)C1=NC2=CC=C(C=C2C=C1)CO